CC1C(OCC1)=O 3-methyl-4,5-dihydro-2(3H)furanone